C(C)(C)(C)[Si](C=1OC(=CC1)CCCCC)(F)C(C)(C)C di-tert-butylfluoro(5-pentylfuran-2-yl)silane